FC(C1=CN=C(S1)C(=O)N[C@@H]1C[C@@H](CCC1)N1C(=NC=2C=NC(=CC21)C2=NNC=N2)C2=C(C=CC=C2)F)F 5-(difluoromethyl)-N-[(1S,3R)-3-[2-(2-fluorophenyl)-6-(1H-1,2,4-triazol-3-yl)imidazo[4,5-c]pyridin-1-yl]cyclohexyl]thiazole-2-carboxamide